C(C)(C)(C)OC(=O)N1[C@@H](CCC1)COC=1N=C(C2=C(N1)CN(CC2)C2=CC=CC1=CC=CC(=C21)Cl)N2C[C@@H](N(CC2)C(=O)OCC2=CC=CC=C2)CC#N benzyl (2S)-4-[2-[[(2S)-1-tert-butoxycarbonylpyrrolidin-2-yl]methoxy]-7-(8-chloro-1-naphthyl)-6,8-dihydro-5H-pyrido[3,4-d]pyrimidin-4-yl]-2-(cyanomethyl)piperazine-1-carboxylate